3-bromo-1-methyl-5-nitroindazole BrC1=NN(C2=CC=C(C=C12)[N+](=O)[O-])C